FCOC=1C(=NC(=NC1OC)N)OC 5-(fluoromethoxy)-4,6-dimethoxy-pyrimidin-2-amine